3-[(R)-[5-(3-Amino-[1,2,4]oxadiazol-5-yl)-pyridin-3-yl]-hydroxy-(4-isopropyl-phenyl)-methyl]-3-methyl-azetidine-1-carboxylic acid tert-butyl ester C(C)(C)(C)OC(=O)N1CC(C1)(C)[C@@](C1=CC=C(C=C1)C(C)C)(O)C=1C=NC=C(C1)C1=NC(=NO1)N